3-bromo-5-methyl-1-((2-(trimethylsilyl)ethoxy)methyl)-1H-pyrazole BrC1=NN(C(=C1)C)COCC[Si](C)(C)C